OCCCCCCOC(C=C)=O acrylic acid-6-hydroxyhexyl ester